6-hydroxybenzo[b]thiophene-5-carboxylic acid OC=1C(=CC2=C(SC=C2)C1)C(=O)O